NC1=C(C=C(C(=O)OC)C=C1)N[C@@H]1COCC1 methyl (S)-4-amino-3-((tetrahydrofuran-3-yl)amino)benzoate